C1(=CC(=CC=C1)N1C(C=CC1=O)=O)N1C(C=CC1=O)=O N,N'-(1,3-phenylene)dimaleimide